FC1=CC=CC(=N1)CN C-(6-fluoro-pyridin-2-yl)-methylamine